7-((3-(6-(Trifluoromethyl)pyridin-2-yl)pyrazolo[1,5-a]pyrimidin-6-yl)methyl)-2-oxa-7-azaspiro[3.5]nonane FC(C1=CC=CC(=N1)C=1C=NN2C1N=CC(=C2)CN2CCC1(COC1)CC2)(F)F